N-[(2-amino-3-methylquinolin-7-yl)methyl]-N-(2-methanesulfonylphenyl)acetamide NC1=NC2=CC(=CC=C2C=C1C)CN(C(C)=O)C1=C(C=CC=C1)S(=O)(=O)C